ClC1=NC(=NC=C1CNC(=O)C1(CC1)F)C1=CC(=C(C=C1)C)Cl N-[[4-chloro-2-(3-chloro-4-methyl-phenyl)pyrimidin-5-yl]methyl]-1-fluoro-cyclopropanecarboxamide